ClC=1C=C(C=CC1F)[C@H](N[S@@](=O)C(C)(C)C)C1=CC=C(C=C1)C(F)(F)F |o1:8| (S)-N-((R or S)-(3-chloro-4-fluorophenyl)(4-(trifluoromethyl)-phenyl)methyl)-2-methylpropane-2-sulfinamide